NC1=NC=2C=CC=CC2C2=C1N=C(N2CCCCNC(CCCNC(=N)N)=O)CC N-(4-(4-amino-2-ethyl-1H-imidazo[4,5-c]quinolin-1-yl)butyl)-4-guanidinobutyramide